C(C1=CC=CC=C1)OC=1C(=C(C=O)C=C(C1)C(F)(F)F)I 3-(Benzyloxy)-2-iodo-5-(trifluoromethyl)benzaldehyde